C(#N)N1CC(OCC1)C(=O)NC1=NNC(=C1)C1=CC=CC=C1 4-Cyano-N-(5-phenyl-1H-pyrazol-3-yl)morpholine-2-carboxamide